CN1C(C2(CC(ON2)=O)C(=N1)C1=CC=CC=C1)=O 7-methyl-9-phenyl-2-oxa-1,7,8-triazaspiro[4.4]non-8-ene-3,6-dione